pyrrol-2-carboxylic acid N1C(=CC=C1)C(=O)O